FC1=C(C=CC=C1)NC=1C2=C(N=CN1)C=CC(=N2)N2[C@@H]1CN([C@H](C2)C1)C(C=C)=O 1-((1S,4S)-5-(4-((2-fluorophenyl)amino)pyrido[3,2-d]pyrimidin-6-yl)-2,5-diazabicyclo[2.2.1]heptan-2-yl)prop-2-en-1-one